1-(4-fluoro-anilinocarbonyl)cyclopropane-1-carboxamido-phenol FC1=CC=C(NC(=O)C2(CC2)C(=O)NC2=C(C=CC=C2)O)C=C1